(S)-6-(((tert-butyldimethylsilyl)oxy)methyl)-3-oxo-3,6-dihydropyridine-1(2H)-carboxylic acid tert-butyl ester C(C)(C)(C)OC(=O)N1CC(C=C[C@H]1CO[Si](C)(C)C(C)(C)C)=O